rubidium anthracenedisulfonate C=1(C(=CC=C2C=C3C=CC=CC3=CC12)S(=O)(=O)[O-])S(=O)(=O)[O-].[Rb+].[Rb+]